3-fluoro-N-(1-(2-(4-methoxybenzylamino)-2-oxoethyl)-2-(pyridin-4-ylmethyl)-1H-imidazol-4-yl)-5-(trifluoromethyl)benzamide FC=1C=C(C(=O)NC=2N=C(N(C2)CC(=O)NCC2=CC=C(C=C2)OC)CC2=CC=NC=C2)C=C(C1)C(F)(F)F